CN1N=CC(=C1)C=1N=NC2=NN=NC21 6-(1-methyl-1H-pyrazol-4-yl)pyrazolo[1,2,3]Triazole